2-(7-chloro-2,2-difluoro-3-oxo-6-(perfluorophenyl)-2,3-dihydro-4H-benzo[b][1,4]oxazin-4-yl)acetic acid ClC=1C(=CC2=C(OC(C(N2CC(=O)O)=O)(F)F)C1)C1=C(C(=C(C(=C1F)F)F)F)F